(6-fluoroindolin-1-yl)-2-(2-(phenoxymethyl)thiazol-4-yl)ethan-1-one FC1=CC=C2CCN(C2=C1)C(CC=1N=C(SC1)COC1=CC=CC=C1)=O